18-[p-(5-benzyloxy-pentanoylamino)phenyl]octadecyl-phosphorylcholine C(C1=CC=CC=C1)OCCCCC(=O)NC1=CC=C(C=C1)CCCCCCCCCCCCCCCCCCP(=O)=C(O)C[N+](C)(C)C